(methylsulfonyl)-N-neopentylpyrido[3,4-d]pyrimidin-8-amine CS(=O)(=O)C=1N=CC2=C(N1)C(=NC=C2)NCC(C)(C)C